C(C1=CC=CC=C1)(=O)O[C@@H]1[C@@]23[C@@H](N(C1=O)CC14CC5CC(CC(C1)C5)C4)OC([C@]24[C@H](C[C@@]3(O)C(C)(C)C)OC(C4)=O)=O (3aS,5aS,8R,8aS,9R,10aS)-6-(adamantan-1-ylmethyl)-9-(tert-butyl)-9-hydroxy-2,4,7-trioxooctahydro-4H,9H-furo[3'',2'':2',3']cyclopenta[1',2':3,4]furo[2,3-b]pyrrol-8-yl benzoate